BrC1=CN2C(S1)=NC(=C2)C2CCN(CC2)C(=O)OC(C)(C)C tert-butyl 4-[2-bromoimidazo[2,1-b][1,3]thiazol-6-yl]piperidine-1-carboxylate